ClC1=C(C(=CC=C1F)Cl)[C@@H](C)OC=1C(=NC=C(C1)C=1C=NN(C1)C1CCNCC1)N 3-[(1R)-1-(2,6-dichloro-3-fluorophenyl)ethoxy]-5-(1-piperidin-4-ylpyrazol-4-yl)pyridin-2-amine